N-methoxy-2-(2-oxo-1-(1-(4-(propan-2-ylidene)cyclohexyl)piperidin-4-yl)indolin-3-yl)acetamide CONC(CC1C(N(C2=CC=CC=C12)C1CCN(CC1)C1CCC(CC1)=C(C)C)=O)=O